8-methyl-6,11-dioxo-1,2,3,4,6,11-hexahydro-1,4-methanotetracene-5,12-diyldiacetate CC=1C=C2C(C=3C(=C4C5CCC(C4=C(C3C(C2=CC1)=O)CC(=O)[O-])C5)CC(=O)[O-])=O